FC1=CC(=C(C(=C1)[N+](=O)[O-])C1=CCC2(OCCO2)CC1)C 8-(4-fluoro-2-methyl-6-nitrophenyl)-1,4-dioxaspiro[4.5]dec-7-ene